S1C2=C(C=C1)CC(C2)N 5,6-dihydro-4H-cyclopenta[b]thiophen-5-amine